CC(C(=O)[O-])(C)C.[K+] potassium dimethylpropionate